CC1=C(C(=CC(=C1C)C)C)O 2,3,4,6-tetramethylphenol